ClC1=CC=2N(C3=CC=CC=C3C2C=C1)NC(C1=CC=CC=C1)=O N-(2-chloro-9H-carbazol-9-yl)benzamide